C(C)N(CC)CCCC(=O)O.C(C)(=O)O acetic acid 2-(diethylaminoethyl)acetate